4-(p-iodophenyl)butanoic acid IC1=CC=C(C=C1)CCCC(=O)O